3-bromo-5-isopropylbenzoic acid BrC=1C=C(C(=O)O)C=C(C1)C(C)C